5-((3-((3-(4-(4-amino-3-(4-phenoxyphenyl)-1H-pyrazolo[3,4-d]pyrimidin-1-yl)piperidin-1-yl)azetidin-1-yl)methyl)azetidin-1-yl)methyl)-2-(2,6-dioxopiperidin-3-yl)isoindoline-1,3-dione NC1=C2C(=NC=N1)N(N=C2C2=CC=C(C=C2)OC2=CC=CC=C2)C2CCN(CC2)C2CN(C2)CC2CN(C2)CC=2C=C1C(N(C(C1=CC2)=O)C2C(NC(CC2)=O)=O)=O